2-[5-[[5-chloro-2-[(3s,5r)-4,4-difluoro-3,5-dimethyl-1-piperidinyl]pyrimidin-4-yl]amino]-3-(3-hydroxy-3-methyl-butyl)-2-oxo-benzoimidazol-1-yl]acetaldehyde ClC=1C(=NC(=NC1)N1C[C@@H](C([C@@H](C1)C)(F)F)C)NC1=CC2=C(N(C(N2CCC(C)(C)O)=O)CC=O)C=C1